NC1=C(OCC(CC)=O)C=C(C=C1)N 1-(2,5-diaminophenoxy)butan-2-one